(isoindolinyl)methylindene C1(NCC2=CC=CC=C12)CC1C=CC2=CC=CC=C12